5-{[9-chloro-7-(5-fluoroindol-1-yl)-3,5-dihydro-2H-1,4-benzoxazepin-4-yl]methyl}-4-hydroxy-3H-pyrimidin-2-one ClC1=CC(=CC=2CN(CCOC21)CC2=C(NC(N=C2)=O)O)N2C=CC1=CC(=CC=C21)F